4-(4-((1R,5S)-3,8-diazabicyclo[3.2.1]oct-3-yl)-8-fluoro-2-(((S)-1-((S)-3-fluoropyrrolidin-1-yl)propan-2-yl)oxy)-5-(propynyl)pyrido[4,3-d]pyrimidin-7-yl)-5-ethyl-6-fluoronaphthalen-2-ol [C@H]12CN(C[C@H](CC1)N2)C=2C1=C(N=C(N2)O[C@H](CN2C[C@H](CC2)F)C)C(=C(N=C1C#CC)C1=CC(=CC2=CC=C(C(=C12)CC)F)O)F